N-((cis)-3-(5-chloro-2-cyanophenyl)cyclobutyl)-1-((S or R)-1-(4,5-dimethyl-6-((1R,5S)-2-oxo-3-azabicyclo[3.1.0]hexan-3-yl)pyridin-3-yl)ethyl)-1H-pyrazole-4-carboxamide ClC=1C=CC(=C(C1)[C@H]1C[C@H](C1)NC(=O)C=1C=NN(C1)[C@@H](C)C=1C=NC(=C(C1C)C)N1C([C@@H]2C[C@@H]2C1)=O)C#N |o1:19|